FC(CC1C2[C@H](CN=C3C2(C=C[C@@H]1C1=CC=C(C=N1)NC1CN(C1)CCCF)CN=N3)C)F 6-((6S,8R)-7-(2,2-difluoroethyl)-8-methyl-6,7,8,9-tetrahydro-3H-pyrazolo[4,3-J]isoquinolin-6-yl)-N-(1-(3-fluoropropyl)azetidin-3-yl)pyridin-3-amine